C(C)(=O)N1CCN(CC1)C=1C=CC(=NC1)C(=O)NC=1SC=C(N1)C=1C(=NC=CC1)CO 5-(4-acetylpiperazin-1-yl)-N-(4-(2-(hydroxymethyl)pyridin-3-yl)thiazol-2-yl)picolinamide